ClC1=C(C=C(C=C1)C(C)O)F 1-(4-chloro-3-fluorophenyl)ethan-1-ol